CN(C\C=C/1\C(N(CC1)C1=CC2=C(N=CN=C2NC2=CC(=C(C=C2)OC=2C=NC(=CC2)CC)C)C=N1)=O)C (E)-3-(2-(dimethylamino)ethylidene)-1-(4-((4-((6-ethylpyridin-3-yl)oxy)-3-methylphenyl)amino)pyrido[3,4-d]pyrimidin-6-yl)pyrrolidin-2-one